COC(=O)N1C[C@@H](OCC1)CC1=C(N=C2N1C=CC(=C2)C)C2=C(C=C(C=C2F)N2C=C(C=C2)S(N)(=O)=O)F.CC2=C(C(=CC(=C2C=2C=NC=CC2)C)C)B (2,4,6-trimethyl-3-(pyridine-3-yl)phenyl)borane methyl-(S)-2-((2-(2,6-difluoro-4-(3-sulfamoyl-1H-pyrrol-1-yl)phenyl)-7-methylimidazo[1,2-a]pyridin-3-yl)methyl)morpholine-4-carboxylate